C(C)(C)(C)OC(=O)N1CC(C1)=CC=1C=NC(=C(C1)F)Cl 3-((6-chloro-5-fluoropyridin-3-yl)methylene)azetidine-1-carboxylic acid tert-butyl ester